IC1=CC=C(C=C1)C1=CC(=NO1)CN1C(=NC=C1)[C@H](C)OC1OCCCC1 5-(4-Iodophenyl)-3-((2-((1S)-1-((tetrahydro-2H-pyran-2-yl)oxy)ethyl)-1H-imidazol-1-yl)-methyl)isoxazole